4,4'-(9,10-anthraquinone-diyl)dibutanoic acid C1(=C(C=CC=2C(C3=CC=CC=C3C(C12)=O)=O)CCCC(=O)O)CCCC(=O)O